(thiophen-2-ylmethylene)-1H-1,2,3-triazole-4-carbohydrazide S1C(=CC=C1)C=NNC(=O)C=1N=NNC1